tert-butyl 6-((2,6-bis(benzyloxy)pyridin-3-yl)amino)-4-fluoro-2H-spiro[benzofuran-3,4'-piperidine]-1'-carboxylate C(C1=CC=CC=C1)OC1=NC(=CC=C1NC1=CC2=C(C(=C1)F)C1(CCN(CC1)C(=O)OC(C)(C)C)CO2)OCC2=CC=CC=C2